C(C=CC=CCCCCCCCCCCC)(=O)O (11Z,13E)-hexadecadienoic acid